ethyl 4-(3-(bis(4-methoxybenzyl) amino)-2-fluoro-6-iodo-5-methylphenyl)-5-methyl-2-oxocyclohexane-1-carboxylate COC1=CC=C(CN(C=2C(=C(C(=C(C2)C)I)C2CC(C(CC2C)C(=O)OCC)=O)F)CC2=CC=C(C=C2)OC)C=C1